[4-methoxy-3-(1,7-naphthyridin-3-yl)phenyl]boronic acid COC1=C(C=C(C=C1)B(O)O)C=1C=NC2=CN=CC=C2C1